CP(=O)(C)C1=C2C=CN(C2=CC(=C1OC=1C=C(C(N)=S)C=CC1)F)S(=O)(=O)C1=CC=C(C)C=C1 3-((4-(dimethylphosphoryl)-6-fluoro-1-tosyl-1H-indol-5-yl)oxy)benzothioamide